1-benzyl-N-((1R,4S,7S)-8,8-difluoro-2-methyl-3-oxo-2-azabicyclo[5.1.0]oct-4-yl)-1H-1,2,4-triazole-3-carboxamide C(C1=CC=CC=C1)N1N=C(N=C1)C(=O)N[C@@H]1C(N([C@H]2C([C@H]2CC1)(F)F)C)=O